[Sn](Br)(Br)(Br)Br.C(=N)N formamidine tin bromide